NC=1C2=C(N=CN1)N(C(=C2C2=CC=C(C=C2)OC2=NC(=CC=C2)C#N)C2=CC=C(C=C2)NC(C(=C)C)=O)C N-(4-(4-amino-5-(4-((6-cyanopyridin-2-yl)oxy)phenyl)-7-methyl-7H-pyrrolo[2,3-d]pyrimidin-6-yl)phenyl)methacrylamide